diethyl-sulfonic acid acrylamide C(C=C)(=O)N.C(C)OS(=O)(=O)CC